Di(ethylhexyl) phthalate CCCCC(CC)COC(=O)C1=CC=CC=C1C(=O)OCC(CC)CCCC